(2S,4R)-N-((S)-1-amino-1-oxo-3-((S)-2-oxopyrrolidin-3-yl)propan-2-yl)-4-(tert-butoxy)-1-(4-methoxy-1H-indole-2-carbonyl)pyrrolidine-2-carboxamide NC([C@H](C[C@H]1C(NCC1)=O)NC(=O)[C@H]1N(C[C@@H](C1)OC(C)(C)C)C(=O)C=1NC2=CC=CC(=C2C1)OC)=O